FC1(CN(CCO1)C1=CC(=CC(=N1)N1C(N(C=C1C)CC=1C=NN(C1)CC)=O)C(F)(F)F)F 3-[6-(2,2-difluoromorpholin-4-yl)-4-(trifluoromethyl)pyridin-2-yl]-1-[(1-ethyl-1H-pyrazol-4-yl)methyl]-4-methyl-1,3-dihydro-2H-imidazol-2-one